2-[2-chloro-4-(methylsulfonyl)-3-(morpholin-4-ylmethyl)benzoyl]-3-hydroxycyclohexan-2-en-1-one ClC1=C(C(=O)C=2C(CCCC2O)=O)C=CC(=C1CN1CCOCC1)S(=O)(=O)C